C1(=CC=CC=C1)N1C(N(C(C=C1)=O)CC1CCOCC1)=O 1-phenyl-3-((tetrahydro-2H-pyran-4-yl)methyl)pyrimidine-2,4(1H,3H)-dione